bis[3-((2-hydroxybutyl)thio)-2-hydroxypropyl]sulfide OC(CSCC(CSCC(CSCC(CC)O)O)O)CC